(4aR,8aR)-7-(5-cyclohexylthiazol-2-yl)-8-oxooctahydro-2,7-naphthyridine-2(1H)-carbonitrile C1(CCCCC1)C1=CN=C(S1)N1CC[C@H]2CCN(C[C@@H]2C1=O)C#N